(1-methyl-5-methyl-1H-indazol-6-yl)boranediol CN1N=CC2=CC(=C(C=C12)B(O)O)C